C(=O)(O)C1=C(C=C(C=C1)C1=NNN=C1)CNC=1C=C(C=CC1C(=O)O)C1=CC(=C(C=C1)F)F 3-({[2-carboxy-5-(2H-1,2,3-triazol-4-yl)phenyl]methyl}amino)-3',4'-difluoro-[1,1'-biphenyl]-4-carboxylic acid